(R)-N-(2-chloro-3-((5-chloro-3-methyl-4-oxo-3,4-dihydroquinazolin-6-yl)amino)-4-fluorophenyl)-3-ethylpyrrolidine-1-sulfonamide ClC1=C(C=CC(=C1NC=1C(=C2C(N(C=NC2=CC1)C)=O)Cl)F)NS(=O)(=O)N1C[C@@H](CC1)CC